BrC1=C2C=CC=CC2=C(C2=CC=CC=C12)C1=CC=C(C=C1)P(C1=CC=CC=C1)(C1=CC=CC=C1)=O (4-(10-bromoanthracene-9-yl)phenyl)diphenylphosphine oxide